ClC1=CC2=C(C(=N1)C(=C)OCC)NC=N2 6-chloro-4-(1-ethoxyvinyl)-3H-imidazo[4,5-c]pyridine